4-(allyloxy)-3-(tert-butoxycarbonylamino)-4-oxobutanoic acid C(C=C)OC(C(CC(=O)O)NC(=O)OC(C)(C)C)=O